ClC=1C=C2C(=NC1)NC=C2CCN(C(C)C)C N-(2-(5-chloro-1H-pyrrolo[2,3-b]pyridin-3-yl)ethyl)-N-methylpropan-2-amine